OC1=C(C=CC(=C1)C(F)(F)F)C(C)=O 1-(2-hydroxy-4-(trifluoromethyl)phenyl)ethanone